6-(3-(N-benzylsulfamoyl)-4-methoxyphenyl)-4-oxo-4H-chromene-3-carboxylic acid C(C1=CC=CC=C1)NS(=O)(=O)C=1C=C(C=CC1OC)C=1C=C2C(C(=COC2=CC1)C(=O)O)=O